C1OCCC2=CC(=CC=C12)S(=O)(=O)N isochroman-6-sulfonamide